ClC1=NC=NC(=C1C(=O)NC=1SC2=C(N1)C=1C=CC(=CC1OC21COC1)C(C)C)OC 4-chloro-N-(7-isopropylspiro[chromeno[4,3-d]thiazole-4,3'-oxetan]-2-yl)-6-methoxypyrimidine-5-carboxamide